(3-((tert-butyldimethylsilyl)oxy)propyl)benzene-1,2-diamine [Si](C)(C)(C(C)(C)C)OCCCC1=C(C(=CC=C1)N)N